ClC1=C(C=C(C(=C1)Cl)OC(C)C)NC(=O)[C@H]1CC[C@H](S1)C(=O)O (2s,5r)-5-((2,4-dichloro-5-isopropoxyphenyl)carbamoyl)tetrahydrothiophene-2-carboxylic acid